ClC1=CC=C(COCC(=C)O[N+]2=CC=C(C=C2)C)C=C1 1-((3-((4-chlorobenzyl)oxy)prop-1-en-2-yl)oxy)-4-methylpyridin-1-ium